N-(1-(2-(2-Chlorobenzyl)-2,8-diazaspiro[4.5]decane-8-carbonyl)-1H-pyrazol-3-yl)methanesulfonamide ClC1=C(CN2CC3(CC2)CCN(CC3)C(=O)N3N=C(C=C3)NS(=O)(=O)C)C=CC=C1